[2,2-Dimethyl-3-(2-Bromo-1-Methylethylidene)Cyclobutyl]Methyl Acetate C(C)(=O)OCC1C(C(C1)=C(CBr)C)(C)C